2-(5-(((1S,3R,5R)-6,6-difluoro-1,5-dimethyl-8-azabicyclo[3.2.1]octan-3-yl)(methyl)amino)pyrazin-2-yl)-5-(1H-imidazol-1-yl)phenol FC1([C@]2(C[C@@H](C[C@@](C1)(N2)C)N(C=2N=CC(=NC2)C2=C(C=C(C=C2)N2C=NC=C2)O)C)C)F